N-(1,1-dimethylsilinan-4-yl)-4-fluoro-5-methyl-1H-pyrrolo[2,3-c]pyridine-2-carboxamide C[Si]1(CCC(CC1)NC(=O)C1=CC=2C(=CN=C(C2F)C)N1)C